FC(C1=CC=C(C=C1)CCC(=O)NC1=C(C(=O)O)C=CC=C1)(F)F 2-(3-(4-(trifluoromethyl)phenyl)propionamido)benzoic acid